C(N)(=O)C1=C(C=C(C=C1)NC(=O)C1=CC=C(C=C1)C1=CC=CC=C1)NS(=O)(=O)C1=CC=C(C=C1)F N-(4-carbamoyl-3-((4-fluorophenyl)sulfonylamino)phenyl)-[1,1'-biphenyl]-4-carboxamide